FC=1C=C(C=C2C=CC=NC12)CN1C=NC=2C1=NC(=CN2)C2=CC=CC=C2 8-fluoro-6-((6-phenyl-1H-imidazo[4,5-b]pyrazin-1-yl)methyl)quinoline